Cl.C(=CC1=CC=CC=C1)CN(CCC[Si](OC)(OC)OC)CCN 3-(N-styrylmethyl-2-aminoethylamino)-propyl-trimethoxysilane hydrochloride